FC1([C@H]([C@@H](CCCC1)O)N[C@H](C)C1=CC=CC=C1)F (1R,2S)-3,3-difluoro-2-(((R)-1-phenylethyl)amino)cycloheptan-1-ol